C(C)(C)(C)N(C(=O)OC(C)(C#CC1=NN2C(N(CCC2)C2=NC(=NC=C2)N)=C1)C=1SC=CN1)CCOCCOCCOCC=O 4-(4-(2-aminopyrimidin-4-yl)-4,5,6,7-tetrahydropyrazolo[1,5-a]pyrimidin-2-yl)-2-(thiazol-2-yl)but-3-yn-2-ol Tert-Butyl-N-[2-[2-[2-(2-oxoethoxy)ethoxy]ethoxy]ethyl]carbamate